2-(3,4-dimethylpyrrolidin-1-yl)-3-methylaniline CC1CN(CC1C)C1=C(N)C=CC=C1C